2-(6-bromo-8-chloroindolizin-3-yl)-5-(difluoromethyl)-1,3,4-thiadiazole BrC1=CN2C(=CC=C2C(=C1)Cl)C=1SC(=NN1)C(F)F